methyl 3-(2H-benzotriazol-2-yl)-5-(1,1-dimethylethyl)-4-hydroxy-phenylpropionate N=1N(N=C2C1C=CC=C2)C=2C=C(C=C(C2O)C(C)(C)C)C(C(=O)OC)C